3-((3-exo)-3-((4-((5-methyl-1H-pyrazol-3-yl)amino)thieno[3,2-d]pyrimidin-2-yl)amino)-8-azabicyclo[3.2.1]oct-8-yl)propionitrile CC1=CC(=NN1)NC=1C2=C(N=C(N1)NC1CC3CCC(C1)N3CCC#N)C=CS2